CC1=C(C=C(C=N1)NC(C1=NC=CC(=C1)C(CC(F)(F)F)O)=O)C=1C=NC2=CC(=NC=C2C1)NC N-(6-methyl-5-(7-(methylamino)-1,6-naphthyridin-3-yl)pyridin-3-yl)-4-(3,3,3-trifluoro-1-hydroxypropyl)picolinamide